O=C1CC[C@H]2N1CCN(C2)CC2=C([C@@H](N=C(N2)C=2SC=CN2)C2=C(C=C(C=C2)F)Br)C(=O)OCC Ethyl (4R)-6-[[(8aR)-6-oxo-1,3,4,7,8,8a-hexahydropyrrolo[1,2-a]pyrazin-2-yl]methyl]-4-(2-bromo-4-fluoro-phenyl)-2-thiazol-2-yl-1,4-dihydropyrimidine-5-carboxylate